FC(C=1C(=C(C=CC1)[C@@H](C)NC1=C2C(=C(N=N1)C)N=CC(=C2)N2CCC(CC2)N(C)C)F)F (R)-N-(1-(3-(difluoromethyl)-2-fluorophenyl)ethyl)-3-(4-(dimethylamino)piperidin-1-yl)-8-methylpyrido[2,3-d]pyridazin-5-amine